BrC=1C(N(C(N(C1)CC(=O)[O-])=O)CC(SC)C)=O [5-bromo-3-(Methyl 2-methylsulfanyl-ethyl)-2,4-dioxo-3,4-dihydro-2H-pyrimidin-1-yl]-acetate